N-[5-[(3-fluorophenyl)methyl]-2-pyridyl]-2-methyl-propanamide FC=1C=C(C=CC1)CC=1C=CC(=NC1)NC(C(C)C)=O